CCCCN1CCCC[C@H]1C(=O)NC2=C(C=CC=C2C)C.Cl The molecule is the monohydrochloride salt of levobupivacaine. It has a role as a local anaesthetic, an adrenergic antagonist, an amphiphile, an EC 3.1.1.8 (cholinesterase) inhibitor and an EC 3.6.3.8 (Ca(2+)-transporting ATPase) inhibitor. It contains a levobupivacaine(1+). It is an enantiomer of a dextrobupivacaine hydrochloride (anhydrous).